1-(5-bromopyridin-2-yl)-2-fluoroethan-1-ol BrC=1C=CC(=NC1)C(CF)O